COC1=C(C(=CC=C1)OC)S(=O)(=O)NC1=NOC2=C1C(=CC(=C2)CN2N=C(C=C2)CNS(=O)(=O)C=C)OC 2,6-dimethoxy-N-(4-methoxy-6-((3-(vinylsulfonamidomethyl)-1H-pyrazol-1-yl)methyl)benzo[d]isoxazol-3-yl)benzenesulfonamide